BrC=1C=C2C(=CNC2=CC1)C(=O)N[C@@H](C)C1=CC(=CC=C1)F (S)-5-bromo-N-(1-(3-fluorophenyl)ethyl)-1H-indole-3-amide